The molecule is a tetradecenoate that is the conjugate base of myristoleic acid. It has a role as a plant metabolite. It is a conjugate base of a myristoleic acid. CCCC/C=C\\CCCCCCCC(=O)[O-]